5-({5-[3-(3-Aminopropoxy)-5-methoxypyridin-4-yl]-1H-pyrazol-3-yl}amino)pyrazine-2-carbonitrile NCCCOC=1C=NC=C(C1C1=CC(=NN1)NC=1N=CC(=NC1)C#N)OC